CC(CC(C(C(C(=O)[O-])(CC(CCC)(C)C)CC(CCC)(C)C)(O)C(=O)[O-])C(=O)[O-])(CCC)C Tri(2,2-dimethyl-1-pentyl)citrat